N-[(1r,4r)-4-hydroxy-4-(trifluoromethyl)cyclohexyl]-2-(trifluoromethyl)piperidine-4-carboxamide OC1(CCC(CC1)NC(=O)C1CC(NCC1)C(F)(F)F)C(F)(F)F